6-(4-fluoro-2-methyl-phenyl)-1-(2-hydroxybutyl)-3H-imidazo[4,5-b]Pyridine FC1=CC(=C(C=C1)C=1C=C2C(=NC1)NCN2CC(CC)O)C